3-(2-oxo-2-(3-phenoxyazetidin-1-yl)ethyl)pyrrolidine-1-carbonitrile O=C(CC1CN(CC1)C#N)N1CC(C1)OC1=CC=CC=C1